CC(C(=O)O[C@@H](CN1CCC(CC1)NC1=C2C=C(N(C2=CC=C1)CC(F)(F)F)C#CCNC1=C(C=C(C=C1)S(=O)(=O)C)OC)COC)C (2S)-1-{4-[(2-{3-[(4-methanesulfonyl-2-methoxyphenyl)amino]prop-1-yn-1-yl}-1-(2,2,2-trifluoroethyl)-1H-indol-4-yl)amino]piperidin-1-yl}-3-methoxypropan-2-yl 2-methylpropanoate